The molecule is a trehalose phosphate. It has a role as an Escherichia coli metabolite. It derives from an alpha,alpha-trehalose. It is a conjugate acid of an alpha,alpha-trehalose 6-phosphate(2-). C([C@@H]1[C@H]([C@@H]([C@H]([C@H](O1)O[C@@H]2[C@@H]([C@H]([C@@H]([C@H](O2)COP(=O)(O)O)O)O)O)O)O)O)O